CC=1C=C(C=C(C1)C)C1=NC2=CC=CC=C2C=C1 2-(3,5-dimethylphenyl)quinolin